O1CCCC1.[Eu+2] europium (II) (tetrahydrofuran)